COC(=O)C1=NC(=NC(=C1)C)N1CC(C1)(F)F 2-(3,3-Difluoroazetidin-1-yl)-6-methylpyrimidine-4-carboxylic acid methyl ester